C(C1=CC=CC=C1)N1CCN2C(=CC=C2)C12CCN(CC2)C(=O)C2=CC(=C(C=C2)OC(C)C)C (2-benzylspiro[3,4-dihydropyrrolo[1,2-a]pyrazine-1,4'-piperidine]-1'-yl)-(4-isopropoxy-3-methyl-phenyl)methanone